(S)-2-(2-((3'-(1-amino-2-hydroxyethyl)-5-(3-azaspiro[5.5]undecan-3-yl)-[1,1'-biphenyl]-3-yl)methoxy)phenyl)acetic acid N[C@H](CO)C=1C=C(C=CC1)C1=CC(=CC(=C1)N1CCC2(CC1)CCCCC2)COC2=C(C=CC=C2)CC(=O)O